N1N=CC=C1CN1CCC(CC1)[C@@H]1[C@H]([C@H]([C@@H](C1)N1C=C(C2=C1N=C(N=C2N)Cl)C=2SC=C(N2)CC2=CC=CC=C2)O)O (1s,2R,3R,5R)-3-(1-((1H-pyrazol-5-yl)methyl)piperidin-4-yl)-5-(4-amino-5-(4-benzylthiazol-2-yl)-2-chloro-7H-pyrrolo[2,3-d]pyrimidin-7-yl)cyclopentane-1,2-diol